OCCN(S(=O)(=O)C1=CC(=C(C=C1)NCC#CC=1N(C2=CC=CC(=C2C1)NC1CCN(CC1)C1CCOCC1)CC(F)(F)F)OC)C N-(2-hydroxyethyl)-3-methoxy-N-methyl-4-{[3-(4-{[1-(oxan-4-yl)piperidin-4-yl]amino}-1-(2,2,2-trifluoroethyl)-1H-indol-2-yl)prop-2-yn-1-yl]amino}benzene-1-sulfonamide